1-(4-((4-chloro-7-methoxyquinazolin-6-yl)amino)piperidin-1-yl)prop-2-en-1-one ClC1=NC=NC2=CC(=C(C=C12)NC1CCN(CC1)C(C=C)=O)OC